COCCN1C(=NC2=CC=C(C=C2C1=O)[N+](=O)[O-])C 3-(2-methoxyethyl)-2-methyl-6-nitroquinazolin-4(3H)-one